5,7-dibromochromone BrC1=C2C(C=COC2=CC(=C1)Br)=O